[Si](C)(C)(C(C)(C)C)OCC=1C(=NC(=C(N1)C#N)Cl)N1CCC(CC1)(C)NC(OC(C)(C)C)=O tert-butyl (1-(3-(((tert-butyldimethylsilyl)oxy)methyl)-6-chloro-5-cyanopyrazin-2-yl)-4-methylpiperidin-4-yl)carbamate